(2R,3S,4R,5R)-2-((R)-(3-chloro-4-fluorophenyl)(hydroxy)methyl)-5-(4-hydrazineylidene-4,7-dihydro-1H-pyrazolo[3,4-d]pyrimidin-1-yl)tetrahydrofuran-3,4-diol ClC=1C=C(C=CC1F)[C@H]([C@H]1O[C@H]([C@@H]([C@@H]1O)O)N1N=CC2=C1NC=NC2=NN)O